bis(pyrrolidinyl)(methyl)aluminum N1(CCCC1)[Al](C)N1CCCC1